[N+](=O)([O-])C=1C=C(C=CC1)C1=NC=CC2=C1NC1=CC(=CC=C21)F 1-(3-nitrophenyl)-7-fluoro-9H-pyrido[3,4-b]indole